O[C@@H]1CN(CC[C@@]12NCC1=CC=CC=C1C2)C(=O)C=2N=C1N(C=C(C=C1[C@@H](C)OC)C=1C(=NOC1)C)C2 [(3R,3'R)-3'-hydroxy-1,4-dihydro-1'H,2H-spiro[isoquinoline-3,4'-piperidin]-1'-yl]{8-[(1R)-1-methoxyethyl]-6-(3-methyl-4-isoxazolyl)imidazo[1,2-a]pyridin-2-yl}methanone